Methyl (R)-2-methoxy-5-(4-methoxy-2-(piperidin-3-ylamino)nicotinamido)isonicotinate COC=1C=C(C(=O)OC)C(=CN1)NC(C1=C(N=CC=C1OC)N[C@H]1CNCCC1)=O